CC1=CC=C(C=C1)S(=O)(=O)[O-].[C@@H]1([C@H](O)[C@H](O)[C@@H](C[S+](CC[C@H](N)C(=O)O)C)O1)N1C=NC=2C(N)=NC=NC12 S-Adenosyl-Methionine para-toluenesulphonate